(Z)-1-(2-fluoro-6-methylphenyl)-N'-hydroxycyclopropane-1-carboximidamide FC1=C(C(=CC=C1)C)C1(CC1)/C(/N)=N/O